ClC=1N=C(C2=C(N1)C(=CN2C(F)F)Cl)NCC=2OC=CC2 2,7-Dichloro-5-(difluoromethyl)-N-(furan-2-ylmethyl)-5H-pyrrolo[3,2-d]pyrimidin-4-amine